3-[ethyl-(2-hydroxyethyl)amino]Propionitrile C(C)N(CCC#N)CCO